3-fluoro-2-[4-(3-oxa-6-azabicyclo[3.1.1]hept-6-ylmethyl)piperidin-1-yl]aniline FC=1C(=C(N)C=CC1)N1CCC(CC1)CN1C2COCC1C2